1,4-diacetyl-5-methyl-1H-pyrazole C(C)(=O)N1N=CC(=C1C)C(C)=O